BrC(C)C=1C=C2C(=C(C(=NC2=CN1)Cl)C#N)N1CCC(CC1)(C)OC 6-(1-bromoethyl)-2-chloro-4-(4-methoxy-4-methylpiperidin-1-yl)-1,7-naphthyridine-3-carbonitrile